methyl 7-(bicyclo[1.1.1]pentan-1-yl)-6-fluoro-2-methoxyquinoline-3-carboxylate C12(CC(C1)C2)C2=C(C=C1C=C(C(=NC1=C2)OC)C(=O)OC)F